O=C1N(CCC(N1)=O)C1=CC=C(C=C1)N1CCC(CC1)CCCCC(=O)NC 5-(1-(4-(2,4-dioxotetrahydropyrimidin-1(2H)-yl)phenyl)piperidin-4-yl)-N-methylpentanamide